FC(C1=NN=C(S1)NC(=O)C1=NN2C(C(N(CC2)CC2=C(C=CC=C2)F)=O)=C1C)(F)F 5-(2-Fluorobenzyl)-3-methyl-4-oxo-4,5,6,7-tetrahydropyrazolo[1,5-a]pyrazine-2-carboxylic acid (5-trifluoromethyl-[1,3,4]thiadiazol-2-yl) amide